3-[6-[4-[(4-hydroxy-4-piperidyl)methyl]piperazin-1-yl]-1-methyl-indazol-3-yl]piperidine-2,6-dione OC1(CCNCC1)CN1CCN(CC1)C1=CC=C2C(=NN(C2=C1)C)C1C(NC(CC1)=O)=O